ClC1=NC=CC=C1S(=O)(=O)N(CC1=CC=C(C=C1)OC)CC1=CC=C(C=C1)OC 2-chloro-N,N-bis(4-methoxybenzyl)-pyridine-3-sulphonamide